N-((5-benzyl-1-(4-(trifluoromethyl)phenyl)-1,2,3,4-tetrahydroquinolin-3-yl)methyl)propionamide C(C1=CC=CC=C1)C1=C2CC(CN(C2=CC=C1)C1=CC=C(C=C1)C(F)(F)F)CNC(CC)=O